N-methyl-N-((S)-1-((S)-1-tritylazepine-2-carbonyl)pyrrolidine-3-carbonyl)-L-valine methyl ester COC([C@@H](N(C(=O)[C@@H]1CN(CC1)C(=O)C=1N(C=CC=CC1)C(C1=CC=CC=C1)(C1=CC=CC=C1)C1=CC=CC=C1)C)C(C)C)=O